C(C=C)(=O)OC(CCC1=CC=CC=C1)CCC1=CC=CC=C1 1,5-diphenylpentan-3-yl acrylate